FCCN1CCC1 1-(2-fluoroethyl)azetidin